(R)-4-(3-cyclopropyl-1H-pyrazol-4-yl)-6-(3-(5-(3-hydroxy-1-methyl-2-oxopyrrolidin-3-yl)isoxazol-3-yl)phenyl)picolinamide C1(CC1)C1=NNC=C1C1=CC(=NC(=C1)C1=CC(=CC=C1)C1=NOC(=C1)[C@]1(C(N(CC1)C)=O)O)C(=O)N